ClC1=NN(C=2C=C(C3=C(C12)C(NC3C3=C(C=CC(=C3)F)Cl)=O)NC(C3=CC(=CC(=C3)F)C(F)(F)F)=O)CC(F)F N-[1-chloro-6-(2-chloro-5-fluorophenyl)-3-(2,2-difluoroethyl)-8-oxo-7,8-dihydro-6H-pyrrolo[3,4-e]indazol-5-yl]-5-fluoro-3-(trifluoromethyl)benzamide